O=C1CC[C@H](N1C(=O)OCC1=CC=CC=C1)C(=O)OC(C)(C)C (S)-1-Benzyl 2-tert-butyl 5-oxopyrrolidine-1,2-dicarboxylate